C(C)(C)(C)OC(=O)N1C[C@@H]2COC3=C(C(N2CC1)=O)C=C(C(=C3F)C3=C(C=CC=C3O)Cl)OC(F)F (12aR)-9-(2-chloro-6-hydroxyphenyl)-8-(difluoromethoxy)-10-fluoro-6-oxo-3,4,12,12a-tetrahydro-6H-pyrazino[2,1-c][1,4]benzoxazepine-2(1H)-carboxylic acid tert-butyl ester